C(C(=C)C)(=O)OC1CC(CCNC(C(CCN(C1C1=CC=CC=C1)CC1=CC=CC=C1)=O)=O)=O 2-benzyl-6-oxo-1-phenyl-5,10-dioxo-2,7-diazacyclododec-12-yl methacrylate